C(C)C1=C(C=C(C(=C1C)OCC)CC)O 2,5-Diethyl-3-methyl-4-ethoxy-phenol